5-(4-((5-fluoro-3-oxo-4H-quinoxalin-6-yl)methyl)piperazin-1-yl)-N-(methyl-d3)pyridine FC1=C2NC(C=NC2=CC=C1CN1CCN(CC1)C=1C=CCN(C1)C([2H])([2H])[2H])=O